N-(1-carbamoylcyclopropyl)-2-methyl-5-((2-methylthiazol-5-yl)methoxy)benzofuran-3-carboxamide C(N)(=O)C1(CC1)NC(=O)C1=C(OC2=C1C=C(C=C2)OCC2=CN=C(S2)C)C